C(=C)OC1=CC(=CC=C1)OC=C 1,3-divinyloxybenzene